ClC=1C=C(C=CC1)C1OC2=C(C=3N1C=C(C(C3)=O)C(=O)O)C=3CC(OC3C(=C2)OCCCOC)(C)C 7-(3-chlorophenyl)-4-(3-methoxypropoxy)-2,2-dimethyl-11-oxo-1,2,7,11-tetrahydrobenzofuro[4,5-e]pyrido[1,2-c][1,3]oxazine-10-carboxylic acid